O1C(=NC2=C1C=CC=C2)NC=2C(=C(CN1C[C@@H](N(CC1)C(=O)C1CCCC1)C)C=C(C2)Cl)C (S)-(4-(3-(benzo[d]oxazol-2-ylamino)-5-chloro-2-methylbenzyl)-2-methylpiperazin-1-yl)(cyclopentyl)methanone